C(C)(C)(C)C1=NN=C(S1)C(=O)NC1C2=C(CN(CC1)C1COC1)C=C(C=C2)C2=NC(=NC=C2)NC=2C=NN(C2)C 5-(tert-butyl)-N-(8-(2-((1-methyl-1H-pyrazol-4-yl)amino)pyrimidin-4-yl)-2-(oxetan-3-yl)-2,3,4,5-tetrahydro-1H-benzo[c]azepin-5-yl)-1,3,4-thiadiazole-2-carboxamide